COC(=O)C=1C(=NN(C1)CC1=CC=C2CCN(CC2=C1)C(=O)OC(C)(C)C)COC tert-Butyl 7-((4-(methoxycarbonyl)-3-(methoxymethyl)-1H-pyrazol-1-yl)methyl)-3,4-dihydroisoquinoline-2(1H)-carboxylate